((6-(Cyclopropanecarboxamido)-3-((methyl-d3)carbamoyl)pyridazin-4-yl)(2-methoxy-3-(1-methyl-1H-1,2,4-triazol-3-yl)phenyl)amino)methyl (2-(2-methoxyethoxy)ethyl) hydrogen phosphate P(=O)(OCN(C1=C(C(=CC=C1)C1=NN(C=N1)C)OC)C1=C(N=NC(=C1)NC(=O)C1CC1)C(NC([2H])([2H])[2H])=O)(OCCOCCOC)O